(S)-2-((4-(6-(benzo[d]thiazol-2-ylmethoxy)pyridin-2-yl)piperidin-1-yl)methyl)-1-(oxetan-2-ylmethyl)-1H-benzo[d]imidazole-6-carboxylic acid S1C(=NC2=C1C=CC=C2)COC2=CC=CC(=N2)C2CCN(CC2)CC2=NC1=C(N2C[C@H]2OCC2)C=C(C=C1)C(=O)O